C(C)(C)(C)OC(=O)N1CCC(=CC1)C1=NC(=CC=C1)OCC1=C(C=C(C=C1)C#N)F 4-[6-[(4-cyano-2-fluoro-phenyl)methoxy]-2-pyridinyl]-3,6-dihydro-2H-pyridine-1-carboxylic acid tert-butyl ester